CN(CCN(C)C)C N,N,N',N'-tetramethyl-ethylenediamine